(R)-9-(6-(4-amino-4-(1H-1,2,4-triazol-3-yl)butoxy)-2,3-dichlorobenzyl)-9H-purin-6-amine N[C@H](CCCOC1=CC=C(C(=C1CN1C2=NC=NC(=C2N=C1)N)Cl)Cl)C1=NNC=N1